O=C1NC(CCC1N1C(C2=CC=C(C=C2C1=O)N1CCC(CC1)C(=O)N)=O)=O 1-(2-(2,6-dioxopiperidin-3-yl)-1,3-dioxoisoindolin-5-yl)piperidine-4-carboxamide